C(CCCCCCCCCCCCCCCCC)[Si](Cl)(C)C Octadecyl-dimethylchlorosilane